NC=1C=C(C=C(C1)C(F)(F)F)C(C)NC1=NC(=NC2=CC(=C(C=C12)OCCOC1CC1)C(F)(F)F)C N-(1-(3-amino-5-(trifluoromethyl)phenyl)ethyl)-6-(2-cyclopropyloxyethoxy)-2-methyl-7-(trifluoromethyl)quinazolin-4-amine